(R)-N-(2-(4-acetylpiperazin-1-yl)-4-methoxy-5-((6-(3-(3-phenoxyphenyl)isoxazolidin-2-yl)pyrimidin-4-yl)amino)phenyl)acrylamide C(C)(=O)N1CCN(CC1)C1=C(C=C(C(=C1)OC)NC1=NC=NC(=C1)N1OCC[C@@H]1C1=CC(=CC=C1)OC1=CC=CC=C1)NC(C=C)=O